ClC1=C(C=C2C[C@H](N3C(C2=C1)=C(C(C(=C3)C(=O)OC)=O)F)C(C)C)OCCCOC methyl (S)-10-chloro-1-fluoro-6-isopropyl-9-(3-methoxypropoxy)-2-oxo-6,7-dihydro-2H-pyrido[2,1-a]isoquinoline-3-carboxylate